COC1=C(CN(C(OC(C)(C)C)=O)C2CCOCC2)C=CC(=C1)B1OC(C(O1)(C)C)(C)C tert-butyl (2-methoxy-4-(4,4,5,5-tetramethyl-1,3,2-dioxaborolan-2-yl)benzyl)(tetrahydro-2H-pyran-4-yl)carbamate